1,4-phenylensulfid ethyl-(1R,3R)-3-(4-{[(dimethylamino)methylidene]sulfamoyl}phenyl)-2,2-dimethylcyclopropanecarboximidoate C(C)OC(=N)[C@H]1C([C@@H]1C1=CC=C(C=C1)S(N=CN(C)C)(=O)=O)(C)C.C12=CC=C(C=C1)S2